3-(4-bromo-1H-imidazol-2-yl)-7-fluoro-1-(tetrahydro-2H-pyran-2-yl)-1H-indazol BrC=1N=C(NC1)C1=NN(C2=C(C=CC=C12)F)C1OCCCC1